1-[4-[(2,6-dioxo-3-piperidyl)amino]-2-fluoro-phenyl]piperidine-4-carboxylic acid O=C1NC(CCC1NC1=CC(=C(C=C1)N1CCC(CC1)C(=O)O)F)=O